tetrahydro-2H-pyran-4-ol O1CCC(CC1)O